C(C)N(CCCNC(=O)C1=CC=C(C=C1)NC1=CC(=NN1)C1=CC=C(S1)C(=O)N)CC 5-(5-(4-(3-(diethylamino)propylcarbamoyl)phenylamino)-1H-pyrazol-3-yl)thiophene-2-carboxamide